tert-butyl ((5-ethoxy-6-((6-methylpyridin-3-yl)methoxy)pyridin-3-yl)methyl)carbamate C(C)OC=1C=C(C=NC1OCC=1C=NC(=CC1)C)CNC(OC(C)(C)C)=O